C(=O)(OC1=C(C(=O)[O-])C=CC=C1)OC1=C(C(=O)[O-])C=CC=C1 carbonylbis(oxy)dibenzoate